ClC=1C(=C(C=CC1F)[C@H](NC(=O)N1CC(NCC1)=O)C1=NC(=C(C=C1)Cl)C(F)(F)F)F |o1:8| N-((S or R)-(3-chloro-2,4-difluorophenyl)(5-chloro-6-(trifluoro-methyl)pyridin-2-yl)methyl)-3-oxopiperazine-1-carboxamide